rac-tert-butyl({4-[5-methyl-1-(2,2,2-trifluoroethyl)-1H-pyrazol-4-yl]-2,5-dioxoimidazolidin-4-yl}methyl)carbamate C(C)(C)(C)OC(NC[C@]1(NC(NC1=O)=O)C=1C=NN(C1C)CC(F)(F)F)=O |r|